2,4,6-trimethyl-boroxine CB1OB(OB(O1)C)C